COP(OC)=O.ClC=1C(=CC(=C(C(=O)NC2=CN=NC(=C2)Cl)C1)OC1=C(C=C(C=C1)OC(F)(F)F)F)C(F)(F)F 5-chloro-N-(6-chloropyridazin-4-yl)-2-(2-fluoro-4-(trifluoromethoxy)phenoxy)-4-(trifluoromethyl)benzamide R-dimethylphosphonate